tert-butyl (5-((2-bromo-5-nitropyridin-4-yl)amino)tetrahydro-2H-pyran-3-yl)carbamate BrC1=NC=C(C(=C1)NC1CC(COC1)NC(OC(C)(C)C)=O)[N+](=O)[O-]